2-chloro-4-(3-methoxyazetidin-1-yl)-6,7-dimethylpteridine ClC1=NC2=NC(=C(N=C2C(=N1)N1CC(C1)OC)C)C